(2S,4R)-1-[(2S)-2-(2-chloroacetamido)-3,3-dimethylbutyryl]-4-hydroxy-N-[[4-(4-methyl-1,3-thiazol-5-yl)phenyl]methyl]pyrrolidine-2-carboxamide ClCC(=O)N[C@H](C(=O)N1[C@@H](C[C@H](C1)O)C(=O)NCC1=CC=C(C=C1)C1=C(N=CS1)C)C(C)(C)C